2-(2-iodo-5-methoxyphenyl)acetic acid IC1=C(C=C(C=C1)OC)CC(=O)O